ClC1=CC2=C(N(N=C2C=C1)[C@H]1C=C(C(=O)O)O[C@H]([C@@H]1NC(C(C)C)=O)[C@H](O)[C@H](O)CO)C#N 2,6-Anhydro-4-(5-chloro-3-cyano-2H-indazol-2-yl)-3,4,5-trideoxy-5-isobutyramido-D-glycero-D-galacto-non-2-enonic acid